2-(methyl-d3)-7-(phenylsulfonyl)-1,2,4,7-tetrahydro-3H-pyrrolo[3',2':5,6]pyrido[3,4-b]pyrazin-3-one C(C1NC2=C(NC1=O)C=NC1=C2C=CN1S(=O)(=O)C1=CC=CC=C1)([2H])([2H])[2H]